FC1=CC=C(NCC#C)C=C1 4-fluoro-N-(propargyl)aniline